2-(6-(Hydroxy(3-methyl-3-azabicyclo[3.1.1]heptan-1-yl)methyl)-4-methylpyridazin-3-yl)-5-(trifluoromethyl)phenol OC(C1=CC(=C(N=N1)C1=C(C=C(C=C1)C(F)(F)F)O)C)C12CN(CC(C1)C2)C